7-methoxy-1-{[(2s,3r)-3-methyl-5-oxopyrrolidin-2-yl]methoxy}isoquinoline-6-carboxamide COC1=C(C=C2C=CN=C(C2=C1)OC[C@H]1NC(C[C@H]1C)=O)C(=O)N